COC1=CC=C(C=C1)C1=CC=C(C=C1)F 4-methoxy-4'-fluorobiphenyl